(R)-(1,3-Dimethyl-azetidin-3-yl)-(2-fluoro-phenyl)-(4-trifluoromethoxy-phenyl)-methanol CN1CC(C1)(C)[C@](O)(C1=CC=C(C=C1)OC(F)(F)F)C1=C(C=CC=C1)F